4-{[(6-methylpyridin-2-yl)oxy[methyl]piperidin-1-yl]ethyl}-6-fluorobenzamide CC1=CC=CC(=N1)OC1(N(CCCC1)CCC1=CC=C(C(=O)N)C(=C1)F)C